tert-Butyl 4-(4,4,5,5-tetramethyl-1,3,2-dioxaborolan-2-yl)benzylmethylcarbamate CC1(OB(OC1(C)C)C1=CC=C(CN(C(OC(C)(C)C)=O)C)C=C1)C